acenaphtho[1,2-g]Quinoxaline C1=CC=C2C=CC=C3C2=C1C1=CC=2N=CC=NC2C=C13